FC(OC1=NN(C2=CN=C(C(=C21)C2=CC(=C(C=C2)S(=O)(=O)C(F)F)C)C#N)C(C2=CC=CC=C2)(C2=CC=CC=C2)C2=CC=CC=C2)F 3-(difluoromethoxy)-4-(4-((difluoromethyl)sulfonyl)-3-methylphenyl)-1-trityl-1H-pyrazolo[3,4-c]pyridine-5-carbonitrile